[Na+].OCCN(CCO)CCS(=O)(=O)[O-] 2-[N,N-bis(2-hydroxyethyl) amino]-1-ethanesulfonate sodium